O1CCC(CC1)CCCN1C(=CN2C1SC1=C2C=CC=C1)C=1C=C(C=CC1)C N-(3-(tetrahydro-2H-pyran-4-yl)propyl)-2-(m-tolyl)benzo[d]imidazo[2,1-b]thiazole